CC1=C(C=CC=C1C(=O)O)C1=CC=CC=C1 2-methyl-[1,1'-biphenyl]-3-carboxylic acid